Cl.C(C)OC(=O)CN[C@H](CC(C)C)C(=O)N1[C@@H](CCC1)C(=O)[N-]CC1=CC=C(C=C1)C(N)=NC(=O)OCCCC N-[(ethoxy)carbonyl]methyl-D-leucyl-L-prolyl-{4-[N'-(butoxycarbonyl)carbamimidoyl]benzyl}amide hydrochloride